ethyl-2-cyano-3-ethoxyacrylate C(C)OC(C(=COCC)C#N)=O